tert-butyl 3-[2-[[6-(2,4-dioxo-1,3,8-triazaspiro[4.5]decan-8-yl)pyridine-3-carbonyl]amino]ethoxy]propanoate O=C1NC2(C(N1)=O)CCN(CC2)C2=CC=C(C=N2)C(=O)NCCOCCC(=O)OC(C)(C)C